(2S)-5-[2-(4-chlorophenyl)-2-hydroxyacetamido]-6-[[(1R,3R)-3-(methoxycarbonyl)cyclohexyl]amino]-2-methyl-1,2,3,4-tetrahydroquinoline-1-carboxylic acid methyl ester COC(=O)N1[C@H](CCC2=C(C(=CC=C12)N[C@H]1C[C@@H](CCC1)C(=O)OC)NC(C(O)C1=CC=C(C=C1)Cl)=O)C